NC(C)C(C(CCCC)CC)O 2-amino-4-ethyl-3-octanol